[Br-].C(=C)N1CN(C=C1)C(=O)O 1-vinyl-3-carboxyimidazole bromide